4-chlorophenyl dihydrogen phosphate P(=O)(OC1=CC=C(C=C1)Cl)(O)O